cyclopropyl-methyl-(R)-pyrrolidin-3-yl-amine C1(CC1)N([C@H]1CNCC1)C